COC1=CC=C(C=C1)CN1N=CC(=C1)C1=CC2=C(C(=CO2)C2C(NC(CC2)=O)=O)C=C1 3-[6-[1-[(4-methoxyphenyl)methyl]pyrazol-4-yl]benzofuran-3-yl]piperidine-2,6-dione